(E)-1-(2-(((tert-butoxycarbonyl)amino)methyl)-3-fluoroallyl)-1H-pyrazole-4-carboxylic acid C(C)(C)(C)OC(=O)NC/C(/CN1N=CC(=C1)C(=O)O)=C\F